4-bromo-3-(trifluoromethyl)benzoic acid BrC1=C(C=C(C(=O)O)C=C1)C(F)(F)F